4-[3-[2,6-Dichloro-4-(6-cyclopropyloxy-2-azaspiro[3.3]heptan-2-yl)benzoyl]-2,4-dihydro-1,3-benzoxazin-8-yl]-5-fluoro-2-(3-oxa-8-azabicyclo[3.2.1]oct-8-yl)benzoic acid methyl ester COC(C1=C(C=C(C(=C1)F)C1=CC=CC=2CN(COC21)C(C2=C(C=C(C=C2Cl)N2CC1(C2)CC(C1)OC1CC1)Cl)=O)N1C2COCC1CC2)=O